1-(2,6-dichlorobenzyl)-N3-phenyl-1H-1,2,4-triazole-3,5-diamine ClC1=C(CN2N=C(N=C2N)NC2=CC=CC=C2)C(=CC=C1)Cl